(S)-2-Amino-6-cyano-7-oxo-6-phenyl-4,5,6,7-tetrahydrobenzo[b]thiophene-3-carboxamide NC1=C(C2=C(S1)C([C@@](CC2)(C2=CC=CC=C2)C#N)=O)C(=O)N